BrC1=CC=C(C=C1)C1C=COC=2CC(CC(C12)=O)(C)C 4-(4-bromophenyl)-7,7-dimethyl-7,8-dihydro-4H-chromen-5-one